(2Z)-6-iodo-1,1-dimethoxy-2-hexene ICCC\C=C/C(OC)OC